4-((2S,5R)-4-(But-2-ynoyl)-2,5-dimethylpiperazin-1-yl)-6-fluoro-7-(2-fluorophenyl)-1-(2-isopropyl-4-methylpyridin-3-yl)pyrido[2,3-d]pyrimidin-2(1H)-one C(C#CC)(=O)N1C[C@@H](N(C[C@H]1C)C=1C2=C(N(C(N1)=O)C=1C(=NC=CC1C)C(C)C)N=C(C(=C2)F)C2=C(C=CC=C2)F)C